C(C)(C)(C)C1=CC=C(C=C1)N(C(=O)C1=CN=CN1)C(C(=O)NC1CCCCC1)C=1C(=NC(=CC1)C(F)(F)F)Cl N-(4-(tert-butyl)phenyl)-N-(1-(2-chloro-6-(trifluoromethyl)pyridin-3-yl)-2-(cyclohexylamino)-2-oxoethyl)-1H-imidazole-5-carboxamide